S1C=NC2=C1C=C(C=C2)NC2=NN1C(C=CC=C1OC=1C=C(C=CC1)NC(C=C)=O)=N2 N-(3-(2-(benzo[d]thiazol-6-ylamino)-[1,2,4]triazolo[1,5-a]pyridin-5-yloxy)phenyl)acrylamide